CC1=CC=C(C=C1)S(=O)(=O)OCCCC(C)(C)NC(=O)OC(C)(C)C 4-((tert-butoxycarbonyl)amino)-4-methylpentyl 4-methylbenzenesulfonate